NC=1C=C(C(=NC1)OC1=NN(C=C1)CC)N(C(OC(C)(C)C)=O)C(=O)OC(C)(C)C tert-butyl N-[5-amino-2-(1-ethylpyrazol-3-yl)oxy-3-pyridyl]-N-tert-butoxycarbonyl-carbamate